N(=C=O)C1=C2CCCC2=CC=C1C=1C(=NC=CC1)OC (4-isocyanato-2,3-dihydro-1H-inden-5-yl)-2-methoxypyridine